FC1=CC=C(C(=N1)C)OC1=C(C(=O)NC2=CC(=CC=C2)[S@@](=O)(=NC(CNC)=O)C)C(=C(C=N1)C(F)(F)F)C (R)-2-((6-fluoro-2-methylpyridin-3-yl)oxy)-4-methyl-N-(3-(S-methyl-N-(methylglycyl)sulfonimidoyl)phenyl)-5-(trifluoromethyl)nicotinamide